2-(1-acryloyl-4-(2-(3-((2,2-difluoroethyl)(methyl)amino)azetidin-1-yl)-7-(7-fluoro-3,4-dihydroquinolin-1(2H)-yl)-5,6,7,8-tetrahydroquinazolin-4-yl)piperazin-2-yl)acetonitrile C(C=C)(=O)N1C(CN(CC1)C1=NC(=NC=2CC(CCC12)N1CCCC2=CC=C(C=C12)F)N1CC(C1)N(C)CC(F)F)CC#N